4-bromo-7-fluoro-6-hydroxypyrazolo[1,5-a]pyridine-3-carbonitrile BrC=1C=2N(C(=C(C1)O)F)N=CC2C#N